1-10-mercaptodecyl-3-methyl-imidazole chloride [Cl-].SCCCCCCCCCCN1CN(C=C1)C